FC(OC=1C=C(C=CC1)N1C(N(C2=C1C=CC(=C2)C(=O)NC(C(C)(C)O)C)C(C)C)=O)F 1-[3-(difluoromethoxy)phenyl]-N-(2-hydroxy-1,2-dimethyl-propyl)-3-isopropyl-2-oxo-benzimidazole-5-carboxamide